(R or S)-4-(2-(3-(2-ethoxy-1,1,1,3,3,3-hexafluoro-propan-2-yl)-1-(pyridin-3-ylmethyl)pyrrolidin-3-yl)ethyl)benzonitrile C(C)OC(C(F)(F)F)(C(F)(F)F)[C@]1(CN(CC1)CC=1C=NC=CC1)CCC1=CC=C(C#N)C=C1 |o1:12|